FC1N(CC(OC1C)C)C1CCCCC1 fluoro-2,6-dimethyl-4-cyclohexylmorpholine